BromobenzeneNitrile BrC1=C(C=CC=C1)C#N